CC[Si](OCC)(C)C methyltrimethyl-(ethyl)oxysilane